6-Bromo-N4-(2-methoxyethyl)quinoline-3,4-diamine BrC=1C=C2C(=C(C=NC2=CC1)N)NCCOC